C(N)(OC=1NC2=C(N1)C=CC=C2C)=O Methylbenzimidazole-2-yl Carbamate